ClC=1C=C(C=CC1F)NC1=NC=NC2=CC(=C(C=C12)NC(\C=C\CN1CCN(CC1)C(CCCCCCSC1=C2C(N(C(C2=CC=C1)=O)C1C(NC(CC1)=O)=O)=O)=O)=O)OC (E)-N-(4-((3-chloro-4-fluorophenyl)amino)-7-methoxyquinazolin-6-yl)-4-(4-(7-((2-(2,6-dioxopiperidin-3-yl)-1,3-dioxoisoindolin-4-yl)thio)heptanoyl)piperazin-1-yl)but-2-enamide